(S)-2-(2,6-dichlorobenzoylamino)-3-(4-(2'-oxospiro[cyclopropane-1,3'-indoline]-1'-yl)phenyl)propionic acid ClC1=C(C(=O)N[C@H](C(=O)O)CC2=CC=C(C=C2)N2C(C3(C4=CC=CC=C24)CC3)=O)C(=CC=C1)Cl